Glutaramide hydrochloride Cl.C(CCCC(=O)N)(=O)N